calcium β-hydroxybutyrate OC(CC(=O)[O-])C.[Ca+2].OC(CC(=O)[O-])C